2-methyl-1-dodecyl sulfate S(=O)(=O)(OCC(CCCCCCCCCC)C)[O-]